(2-(hydroxyamino)-2-oxoethyl)phosphonic acid hydrogen n-hexyl ester C(CCCCC)OP(O)(=O)CC(=O)NO